C[C@@H](N)CC1=CNC=N1 (R)-alpha-methyl-histamine